3-(7-chloro-3-(methylamino)-2,3-dihydro-1H-inden-5-yl)-6-((1-(4,4-difluoro-3-(3-fluoro-1H-pyrazol-1-yl)butyryl)-4-hydroxypiperidin-4-yl)methyl)isothiazolo[4,3-d]pyrimidin-7(6H)-one ClC=1C=C(C=C2C(CCC12)NC)C=1SN=C2C1N=CN(C2=O)CC2(CCN(CC2)C(CC(C(F)F)N2N=C(C=C2)F)=O)O